(R)-N-(5-((1-(dimethylamino)propan-2-yl)oxy)-7-(1-methyl-1H-pyrazol-4-yl)quinazolin-4-yl)benzo[d]thiazol-6-amine CN(C[C@@H](C)OC1=C2C(=NC=NC2=CC(=C1)C=1C=NN(C1)C)NC1=CC2=C(N=CS2)C=C1)C